tert-butyl (1R,4R)-5-{2-[6,12-bis-(1H-indazol-5-yl)-9-oxa-2,4-diazatricyclo[8.4.0.0^{3,8}]tetradeca-1(10),3(8),4,6,11,13-hexaen-2-yl]ethyl}-2,5-diazabicyclo[2.2.1]heptane-2-carboxylate N1N=CC2=CC(=CC=C12)C=1C=NC=2N(C=3C=CC(=CC3OC2C1)C=1C=C2C=NNC2=CC1)CCN1[C@H]2CN([C@@H](C1)C2)C(=O)OC(C)(C)C